2-[4-(4-chlorophenyl)-2-(6-methoxypyridin-3-yl)-5-(pyridin-4-yl)-1H-imidazol-1-yl]-1-(4-methylpiperazin-1-yl)ethan-1-one ClC1=CC=C(C=C1)C=1N=C(N(C1C1=CC=NC=C1)CC(=O)N1CCN(CC1)C)C=1C=NC(=CC1)OC